C(C)C1=CN=C2N1C=C(C=N2)C=2C=CN1N=C(N=CC12)NCC(C(F)(F)F)(C)C 5-(3-ethylimidazo[1,2-a]pyrimidin-6-yl)-N-(3,3,3-trifluoro-2,2-dimethylpropyl)pyrrolo[2,1-f][1,2,4]triazin-2-amine